O1CCC(CC1)C1=CC=C2CCN(C2=C1)C(=O)N 6-(tetrahydro-2H-pyran-4-yl)indoline-1-carboxamide